C1OC(OCC12COC(OC2)C(CC(C(=O)[O-])CC2=CC(=C(C(=C2)C)O)C(C)(C)C)(C)C)C(CC(C(=O)[O-])CC2=CC(=C(C(=C2)C)O)C(C)(C)C)(C)C 2,4,8,10-tetraoxaspiro[5.5]undecane-3,9-diylbis(2-methylpropane-2,1-diyl)bis[3-[3-(t-butyl)-4-hydroxy-5-methylphenyl]propanoate]